5-chloro-1-methyl-3-(piperidin-4-yl)-1H-indazole TFA salt OC(=O)C(F)(F)F.ClC=1C=C2C(=NN(C2=CC1)C)C1CCNCC1